CC([C@@H](C(=O)OC)NCC1=CC=C(C=C1)B1OC(C(O1)(C)C)(C)C)C (S)-Methyl 3-methyl-2-((4-(4,4,5,5-tetramethyl-1,3,2-dioxaborolan-2-yl)benzyl)amino)butanoate